4-[3-[2,6-Dichloro-4-[(1R,4R)-5-methyl-2,5-diazabicyclo[2.2.2]oct-2-yl]benzoyl]-2,4-dihydro-1,3-benzoxazin-8-yl]-5-fluoro-2-(3-oxa-8-azabicyclo[3.2.1]oct-8-yl)benzoic acid ClC1=C(C(=O)N2COC3=C(C2)C=CC=C3C3=CC(=C(C(=O)O)C=C3F)N3C2COCC3CC2)C(=CC(=C1)N1[C@H]2CN([C@@H](C1)CC2)C)Cl